(4-Aminobicyclo[2.2.2]oct-1-yl)carbamic acid tert-butyl ester C(C)(C)(C)OC(NC12CCC(CC1)(CC2)N)=O